COC1CN(CCC1C1=NOCC(O1)CN1CCCCC1)C (3-methoxy-1-methylpiperidin-4-yl)-5-(piperidin-1-ylmethyl)-5,6-dihydro-1,4,2-dioxazine